ClC=1C=C2C(=NC1)NC=C2C=2N=CC1=C(N2)N(C=C1F)[C@@H]1[C@H](C2CCC1CC2)C(=O)O |r| racemic-(2S,3S)-3-(2-(5-chloro-1H-pyrrolo[2,3-b]pyridin-3-yl)-5-fluoro-7H-pyrrolo[2,3-d]pyrimidin-7-yl)bicyclo[2.2.2]octane-2-carboxylic acid